Potassium 4-((heptyloxy)carbonyl)-2-hydroxybenzenesulfonate C(CCCCCC)OC(=O)C1=CC(=C(C=C1)S(=O)(=O)[O-])O.[K+]